10-(3-fluorophenyl)-2-(2-morpholinylpyrimidin-5-yl)-7,8,9,10-tetrahydro-6H-cyclohepta[4,5]imidazo[1,2-a]pyridin-10-ol FC=1C=C(C=CC1)C1(CCCCC=2N=C3N(C=C(C=C3)C=3C=NC(=NC3)N3CCOCC3)C21)O